(2-fluorophenyl)-((5-(4-methoxy-3-methylphenyl)thiophen-2-yl)methyl)furan-2-carboxamide FC1=C(C=CC=C1)C=1C(=C(OC1)C(=O)N)CC=1SC(=CC1)C1=CC(=C(C=C1)OC)C